((5-(2-aminopyridin-3-yl)isoxazol-3-yl)methyl)-3-fluoro-N-(2-fluorophenyl)pyridin-2-amine NC1=NC=CC=C1C1=CC(=NO1)CC1=C(C(=NC=C1)NC1=C(C=CC=C1)F)F